N-[(1S)-2-[(6-bromo-3-pyridyl)amino]-1-((1r,4S)-4-methylcyclohexyl)-2-oxo-ethyl]-2-isopropyl-pyrazole-3-carboxamide BrC1=CC=C(C=N1)NC([C@H](C1CCC(CC1)C)NC(=O)C=1N(N=CC1)C(C)C)=O